(R)-4-((1-(3-(1,1-difluoro-2-hydroxyethyl)-2-fluorophenyl)ethyl)amino)-6-(2-methoxyethyl)-2-methyl-6H-[1,4]oxazino[3,2-g]quinazolin-7(8H)-one FC(CO)(F)C=1C(=C(C=CC1)[C@@H](C)NC1=NC(=NC2=CC3=C(C=C12)N(C(CO3)=O)CCOC)C)F